(6-(2-hydroxy-4-(trifluoromethyl)phenyl)-4,5-dimethylpyridazin-3-yl)(piperidin-3-yl)methanone OC1=C(C=CC(=C1)C(F)(F)F)C1=C(C(=C(N=N1)C(=O)C1CNCCC1)C)C